(4,4-Difluorocyclohexyl)-6-(6-(trifluoromethyl)pyridin-2-yl)-N-(2-(trifluoromethyl)pyridin-4-yl)-1,3,5-triazin-2-amine FC1(CCC(CC1)C1=NC(=NC(=N1)C1=NC(=CC=C1)C(F)(F)F)NC1=CC(=NC=C1)C(F)(F)F)F